(S)-4-((4-(3-chloro-5,6,7,8-tetrahydro-1,8-naphthyridin-2-yl)butyl)(2-methoxyethyl)amino)-2-(quinazolin-4-ylamino)butanoic acid ClC=1C(=NC=2NCCCC2C1)CCCCN(CC[C@@H](C(=O)O)NC1=NC=NC2=CC=CC=C12)CCOC